methyl (2E)-2-[3-chloro-2-[[(Z)-[1-(4-fluorophenyl)-2-methoxy-ethylidene]amino]oxymethyl]phenyl]-2-methoxyimino-acetate ClC=1C(=C(C=CC1)\C(\C(=O)OC)=N/OC)CO\N=C(/COC)\C1=CC=C(C=C1)F